C[C@H]1O[C@H](CC(C1)NN)C ((2r,6s)-2,6-dimethyltetrahydro-2H-pyran-4-yl)hydrazine